[Si].[Ni].[Cr].[Ni] nickel-chromium Nickel silicon